5-(4-fluoro-2-(2-isopropyl-1H-imidazol-1-yl)phenoxy)pyrimidin-4-ol FC1=CC(=C(OC=2C(=NC=NC2)O)C=C1)N1C(=NC=C1)C(C)C